5-chloro-1-isopropyl-3-methyl-N-[(1-methylpyrazol-4-yl)methyl]pyrazolo[4,3-b]pyridin-7-amine ClC1=CC(=C2C(=N1)C(=NN2C(C)C)C)NCC=2C=NN(C2)C